C(C)(C)(C1=CC=CC=C1)C1=C(C=CC(=C1)C(C)(C)C1=CC=CC=C1)O 2,4-dicumyl-phenol